C(C)S(=O)(=O)C1=CC=C(C=C1)C1N=C(OC1)C (4-(ethylsulfonyl)phenyl)-2-methyl-4,5-dihydrooxazole